4-carboxyl-terpyridine C(=O)(O)C1=CC(=NC=C1)C1=NC=CC=C1C1=NC=CC=C1